FC1(CN(CC[C@@H]1OCCO)C1=NC=CC(=N1)NC=1N=CC2=C(C=CC(=C2C1)C(C)C)N1[C@@H]([C@H](C1)CS(=O)(=O)C)C)F 2-((S)-3,3-difluoro-1-(4-(5-isopropyl-8-((2R,3S)-2-methyl-3-(methylsulfonylmethyl)azetidin-1-yl)isoquinolin-3-ylamino)pyrimidin-2-yl)piperidin-4-yloxy)ethanol